tert-butyl-(5R)-3,3-difluoro-5-[(3-hydroxypropyl)amino]piperidine C(C)(C)(C)N1CC(C[C@H](C1)NCCCO)(F)F